Cl.Cl.N[C@H](C(=O)NCC=1C(=NC(=CC1)N)C)C (S)-2-amino-N-((6-amino-2-methylpyridin-3-yl)methyl)propionamide dihydrochloride